O=C1NC(CCC1N1C(C2=CC=CC(=C2C1)NCC(=O)N1CCN(CC1)C1=CC=C(N=N1)C(=O)N1CCC(CC1)CCCCNC(\C=C\C=1C=NC=CC1)=O)=O)=O (E)-N-(4-(1-(6-(4-((2-(2,6-dioxopiperidin-3-yl)-1-oxoisoindoline-4-yl)aminoacetyl)piperazin-1-yl)pyridazine-3-carbonyl)piperidin-4-yl)butyl)-3-(pyridin-3-yl)acrylamide